2-[[2-[[[6-(2-chloro-5-fluoro-phenyl)pyridazin-3-yl]amino]methyl]-6-azaspiro[2.5]octan-6-yl]methyl]benzonitrile ClC1=C(C=C(C=C1)F)C1=CC=C(N=N1)NCC1CC12CCN(CC2)CC2=C(C#N)C=CC=C2